copper-nickel iron [Fe].[Ni].[Cu]